C1(=CC=CC=C1)[C@@H]1C([C@@H]1C1=CC=CC=C1)C(=O)O (2S,3R)-2,3-diphenylcyclopropanecarboxylic acid